2,4-dichloro-6-methylpyridine 1-oxide ClC1=[N+](C(=CC(=C1)Cl)C)[O-]